2-(2-(3-chloro-5-fluorophenyl)-3,3-diphenylallyl)-3-methylpyridine ClC=1C=C(C=C(C1)F)C(CC1=NC=CC=C1C)=C(C1=CC=CC=C1)C1=CC=CC=C1